COC1=C(C=CC=C1C1=NN(N=C1)C)NC1=C(N=NC(=C1)NC=1N=NC(=CC1)OC)C(=O)NC([2H])([2H])[2H] 4-((2-Methoxy-3-(2-methyl-2H-1,2,3-triazol-4-yl)phenyl)amino)-6-((6-methoxypyridazin-3-yl)amino)-N-(methyl-d3)pyridazine-3-carboxamide